C(C)(C)(C)OC(=O)N1[C@@H]([C@H](C1)OC=1C=CC(=NC1)C(=O)OC)C Methyl 5-(((2R,3S)-1-(tert-butoxycarbonyl)-2-methylazetidin-3-yl)oxy)picolinate